(R)-N-(1-(3-(1-(cyclopropylsulfonyl)-1H-pyrazol-4-yl)-5-(1-methyl-1H-pyrazol-4-yl)phenyl)ethyl)-5-(2-(dimethylamino)ethoxy)-2-methylbenzamide C1(CC1)S(=O)(=O)N1N=CC(=C1)C=1C=C(C=C(C1)C=1C=NN(C1)C)[C@@H](C)NC(C1=C(C=CC(=C1)OCCN(C)C)C)=O